{[4-(3-amino-6-iodo-4-formamido-2-fluorophenyl)-3-cyanobenzo[b]thiophen-2-yl]amino}methane NC=1C(=C(C(=CC1NC=O)I)C1=CC=CC=2SC(=C(C21)C#N)NC)F